N-(pyridazin-3-yl)azetidine-3-carboxamide hydrochloride Cl.N1=NC(=CC=C1)NC(=O)C1CNC1